ClC1=CC=CC(=N1)C1=NC(=CC=C1)Cl 6,6'-dichloro(2,2'-bipyridine)